COC1=C(CNC=2C3=C(N=CN2)C(=NC(=C3)N3C[C@H](CC3)COC)C=3C(=C(C=CC3C)O)C)C=CC(=C1)OC 3-(4-((2,4-dimethoxybenzyl)amino)-6-((S)-3-(methoxymethyl)pyrrolidin-1-yl)pyrido[3,4-d]pyrimidin-8-yl)-2,4-dimethylphenol